Cl.Cl.N12CC(C(CC1)CC2)N quinuclidin-3-amine dihydrochloride